ClC=1C2=CN(N=C2C(=C(C1)C1=CC=C(C=C1)OCCN1CCC(CC1)CO)Cl)[C@@H](C(=O)OCC)C1=C2N(C=N1)C[C@@H](C2)F |&1:28| rac-Ethyl 2-(4,7-dichloro-6-(4-(2-(4-(hydroxymethyl)piperidin-1-yl)ethoxy)phenyl)-2H-indazol-2-yl)-2-((R)-6-fluoro-6,7-dihydro-5H-pyrrolo[1,2-c]imidazol-1-yl)acetate